4-(aminomethyl)-3-methylpiperidine-1-carboxylic acid benzyl ester C(C1=CC=CC=C1)OC(=O)N1CC(C(CC1)CN)C